FC(C=1C=C(C(=O)NC2=CC(=C(C=C2)C)C=2C=NC3=CC(=NC=C3C2)NC)C=CC1)F 3-(difluoromethyl)-N-(4-methyl-3-(7-(methylamino)-1,6-naphthyridin-3-yl)phenyl)benzamide